FC1=NC(=C(C=C1C1=CN=C(N1C)C(=O)N)F)NC 5-[2,5-difluoro-6-(methylamino)-3-pyridinyl]-1-methyl-imidazole-2-carboxamide